(2R,3S,4S)-2-[(4-chlorophenyl)methyl]-4-hydroxypyrrolidin-3-yl N-[(4-chlorophenyl)methyl]carbamate ClC1=CC=C(C=C1)CNC(O[C@H]1[C@H](NC[C@@H]1O)CC1=CC=C(C=C1)Cl)=O